N-(1-(3-Chlorophenyl)-2-hydroxyethyl)-1-(2-(phenylamino)pyridin-4-yl)-1H-imidazole-4-carboxamide ClC=1C=C(C=CC1)C(CO)NC(=O)C=1N=CN(C1)C1=CC(=NC=C1)NC1=CC=CC=C1